2-((1r,2s)-1-(2-chlorophenyl)-1-(2-cyanophenyl)propan-2-yl)-5-hydroxy-N-(isoxazol-4-yl)-1-methyl-6-oxo-1,6-dihydropyrimidine-4-carboxamide ClC1=C(C=CC=C1)[C@H]([C@H](C)C=1N(C(C(=C(N1)C(=O)NC=1C=NOC1)O)=O)C)C1=C(C=CC=C1)C#N